C1(=CC=CC=C1)N1C2=CC=CC=C2C=2C=C(C=CC12)N1C2=CC=CC=C2C=2C=CC=CC12 9-phenyl-9H-3,9'-bicarbazole